COC1=C(C(=CC=C1)OC)NCC(O)C1=CNC(O1)=S 5-[2-(2,6-Dimethoxyphenylamino)-1-hydroxyethyl]-1,3-oxazole-2(3H)-thione